1-ethyl-3-methylimidazolium diethyl-phosphate methyl-5-[(1-benzyl-1,2,3,6-tetrahydropyridin-4-yl)methoxy]-4-bromo-2-methylbenzoate COC(C1=C(C=C(C(=C1)OCC=1CCN(CC1)CC1=CC=CC=C1)Br)C)=O.C(C)OP(=O)(OCC)[O-].C(C)N1C=[N+](C=C1)C